O6-[2-(adamantane-1-carbonyloxymethyl)-2-(hydroxymethyl)-3-[6-[(Z)-non-3-enoxy]-6-oxo-hexanoyl]oxy-propyl] O1-[(Z)-non-3-enyl] hexanedioate C(CCCCC(=O)OCC(COC(CCCCC(=O)OCC\C=C/CCCCC)=O)(CO)COC(=O)C12CC3CC(CC(C1)C3)C2)(=O)OCC\C=C/CCCCC